FC1=CC=CC(=N1)N1C(N(C(C1)C#N)C1=CN=CC2=CC=CC=C12)=O 1-(6-fluoropyridin-2-yl)-3-(isoquinolin-4-yl)-2-oxoimidazoline-4-carbonitrile